Tert-butyl [8-chloro-1-[1-(pyridin-2-yl)piperidin-4-yl]-5,6-dihydro-4H-[1,2,4]triazolo[4,3-a][1]benzazepin-5-yl]carbamate ClC=1C=CC2=C(CC(CC=3N2C(=NN3)C3CCN(CC3)C3=NC=CC=C3)NC(OC(C)(C)C)=O)C1